FC1=C(C(=O)N2C[C@H]3[C@@H](C2)CN(C3)C=3C(=C(C#N)C=CN3)C)C(=CC=C1)N1N=CC=N1 2-((3aR,6aS)-5-(2-fluoro-6-(2H-1,2,3-triazol-2-yl)benzoyl)hexahydropyrrolo[3,4-c]pyrrol-2(1H)-yl)-3-methylisonicotinonitrile